C1(CC1)C1=NOC(=N1)C1=C(SC(=C1C)C)NC(=O)C12CC(C1)(C2)C(=O)OC methyl 3-((3-(3-cyclopropyl-1,2,4-oxadiazol-5-yl)-4,5-dimethylthiophen-2-yl)carbamoyl)bicyclo[1.1.1]pentane-1-carboxylate